ClC1=NC(=NC(=N1)Cl)CC 2,4-dichloro-6-ethyl-1,3,5-triazine